[Na].CN1CCN(CC1)CC1=CC=C(C=C1)NC(C1=CC=CC=C1)=O N-(4-((4-methylpiperazin-1-yl)methyl)phenyl)benzamide Sodium